NC1=C2C(=NC=N1)N(N=C2C(F)F)C(C)C=2C(=C(C(=C(C2)Cl)F)C2CN(C2)C(=O)OC(C)(C)C)OCC tert-Butyl 3-(3-{1-[4-amino-3-(difluoromethyl)-1H-pyrazolo[3,4-d]pyrimidin-1-yl]ethyl}-5-chloro-2-ethoxy-6-fluorophenyl)azetidine-1-carboxylate